C(#N)CC1CC(N(C1)C=1N=C2N(CCOC3=C2C=CC(=C3)N[C@H](C(=O)N)C)C1)=O (2S)-2-((2-(4-(Cyanomethyl)-2-oxopyrrolidin-1-yl)-5,6-dihydrobenzo[f]imidazo[1,2-d][1,4]oxazepin-9-yl)amino)propanamide